C(C)(C)(C)OC(=O)N[C@H]1CN(C[C@@H](C1)CF)C1=CN=C(C=C1C(=O)OC)C1=CC(=C(C=C1)OC)F methyl 5-((3R,5R)-3-((tert-butoxycarbonyl)amino)-5-(fluoromethyl)piperidin-1-yl)-2-(3-fluoro-4-methoxyphenyl)isonicotinate